BrC1=CC(=C(O[C@H](C(=O)O)C2CCC2)C=C1)Cl (S)-(4-bromo-2-chlorophenoxy)cyclobutylacetic acid